C(C)(C)(C)C1=NC(=CC(=C1)C(C)(C)C)C(C)(C)C 2,4,6-tri-tert-butylpyridine